di(oxalic acid) borate B(O)(O)O.C(C(=O)O)(=O)O.C(C(=O)O)(=O)O